C(=O)(O)C1=CC(=C(C(=C1)C)[NH+]=C1N(C2=C(N1C(C)C)C=CC=C2)C(C)C)C 4-carboxy-N-(1,3-diisopropyl-1,3-dihydro-2H-benzo[d]imidazol-2-yliden)-2,6-dimethylbenzenaminium